2-acetamido-N-(5-nitro-4-(trifluoromethyl)thiazol-2-yl)benzamide tert-butyl-3-(3-methyl-4-pyridyl)-2H-azete-1-carboxylate C(C)(C)(C)OC(=O)N1CC(=C1)C1=C(C=NC=C1)C.C(C)(=O)NC1=C(C(=O)NC=2SC(=C(N2)C(F)(F)F)[N+](=O)[O-])C=CC=C1